ClC=1C=CC2=C(N=C(O2)C2CC3(CC(C3)NC(=O)C=3OC(=CC3)S(N)(=O)=O)C2)C1 (Sa)-N-[6-(5-chloro-1,3-benzoxazol-2-yl)spiro[3.3]heptan-2-yl]-5-sulfamoyl-furan-2-carboxamide